C1(=C(C=CC=C1)C#CC1=NNC2=CC=CC(=C12)C(=O)N1CC2(C1)CCN(CC2)C)C2=CC=CC=C2 (3-([1,1'-biphenyl]-2-ylethynyl)-1H-indazol-4-yl)(7-methyl-2,7-diazaspiro[3.5]nonan-2-yl)methanone